4-(3-((2-((3-ethyl-1-(1-methylpiperidin-4-yl)-1H-pyrazol-4-yl)amino)-5-(trifluoromethyl)pyrimidin-4-yl)amino)propyl)-1,4-oxazepan-3-one C(C)C1=NN(C=C1NC1=NC=C(C(=N1)NCCCN1C(COCCC1)=O)C(F)(F)F)C1CCN(CC1)C